(2-(4-methylpiperazin-1-yl)ethyl)-5-(2-nitrophenyl)-2-(2-(trifluoromethyl)phenyl)AzoleN CN1CCN(CC1)CCC1C(=NC(C1)C1=C(C=CC=C1)[N+](=O)[O-])C1=C(C=CC=C1)C(F)(F)F